ClC1=NC=CC(=C1F)OC=1C=NC=C(C1C)OC1=C(C=C(C=C1)C)Cl 2-chloro-4-[[5-(2-chloro-4-methyl-phenoxy)-4-methyl-3-pyridinyl]oxy]-3-fluoro-pyridine